BrC1=CC=C(C=C1)C#CC1=CC=C(C=C1)O 4-[2-(4-Bromophenyl)ethynyl]phenol